N-(5-(5-(difluoromethyl)-1,3,4-oxadiazol-2-yl)pyrimidin-2-yl)-2-((dimethylamino)methyl)-4-phenyl-1H-benzo[d]imidazol-6-amine FC(C1=NN=C(O1)C=1C=NC(=NC1)NC=1C=C(C2=C(NC(=N2)CN(C)C)C1)C1=CC=CC=C1)F